11-(1,1-dioxidothiomorpholino)undecanoic acid O=S1(CCN(CC1)CCCCCCCCCCC(=O)O)=O